CC1(NC(CC(C1)NC(=O)C1=CC(=CC=C1)C(=O)NC1CC(NC(C1)(C)C)(C)C)(C)C)C N,N'-bis(2,2,6,6-tetramethyl-4-piperidinyl)-1,3-benzene-dicarboxamide